Molybdenum-nickel-iron [Fe].[Ni].[Mo]